nitro-2,3,4,5-tetrahydro-1H-3-benzazepin-7-ol [N+](=O)([O-])C1CNCCC2=C1C=CC(=C2)O